N-(cis-3-(2-methoxyethoxy)cyclobutyl)-5-(pyrido[2,3-b]pyrazin-7-yl)pyrrolo[2,1-f][1,2,4]triazin-2-amine COCCO[C@H]1C[C@H](C1)NC1=NN2C(C=N1)=C(C=C2)C2=CC=1C(=NC=CN1)N=C2